C(C)C=1C=CC(=C(C1)S(=O)(=O)NC1=NOC2=C1C(=CC(=C2)COCCCNS(=O)(=O)C=C)OC)OC 5-ethyl-2-methoxy-N-(4-methoxy-6-((3-(vinylsulfonamido)propoxy)methyl)benzo[d]isoxazol-3-yl)benzenesulfonamide